3-(7-acetyl-4-amino-3-((6-chloro-1-methyl-1H-benzo[d]imidazol-5-yl)ethynyl)-1H-pyrazolo[4,3-c]pyridin-1-yl)pyrrolidin C(C)(=O)C=1C2=C(C(=NC1)N)C(=NN2C2CNCC2)C#CC2=CC1=C(N(C=N1)C)C=C2Cl